7-(1,4-diazabicyclo[3.2.2]nonan-4-yl)-2-nitrodibenzo[b,d]thiophene 5,5-dioxide N12CCN(C(CC1)CC2)C2=CC1=C(C3=C(S1(=O)=O)C=CC(=C3)[N+](=O)[O-])C=C2